(2-(2H-1,2,3-triazol-2-yl)phenyl)((1S,4S,6R)-6-((6-(trifluoromethyl)pyridazin-3-yl)amino)-2-azabicyclo[2.2.1]heptan-2-yl)methanone N=1N(N=CC1)C1=C(C=CC=C1)C(=O)N1[C@@H]2[C@@H](C[C@H](C1)C2)NC=2N=NC(=CC2)C(F)(F)F